(1-amino-8-methyl-3-(3-methyl-1,2,4-thiadiazol-5-yl)-5,6-dihydroimidazo[1,5-a]pyrazin-7(8H)-yl)(4-fluorophenyl)methanone NC=1N=C(N2C1C(N(CC2)C(=O)C2=CC=C(C=C2)F)C)C2=NC(=NS2)C